6,7-dimethoxy-2-methyl-N-[(1R)-1-{3-[5-(methylsulfonyl)pyridin-3-yl]phenyl}ethyl]quinazolin-4-amine COC=1C=C2C(=NC(=NC2=CC1OC)C)N[C@H](C)C1=CC(=CC=C1)C=1C=NC=C(C1)S(=O)(=O)C